N1=C2C(=CC=C1)COC21CCCC(C1)C#N spiro[cyclohexane-1,7'-furo[3,4-b]pyridine]-5-carbonitrile